butanone ethylacetate C(C)OC(C)=O.CC(CC)=O